3-(4-((1R,5S)-3,8-diazabicyclo[3.2.1]octan-3-yl)-8-fluoro-2-((2-fluorotetrahydro-1H-pyrrolizin-7a(5H)-yl)methoxy)pyrido[4,3-d]pyrimidin-7-yl)-4-(2,2,2-trifluoro-1-methoxyethyl)phenol [C@H]12CN(C[C@H](CC1)N2)C=2C1=C(N=C(N2)OCC23CCCN3CC(C2)F)C(=C(N=C1)C=1C=C(C=CC1C(C(F)(F)F)OC)O)F